CN(CCOCCN1C2=C(N(C(C3C(C1)CC(N3C3=NC(=CC(=C3)C(F)(F)F)C)=O)=O)C)C=CC=C2C)C 5-(2-(2-(Dimethylamino)ethoxy)ethyl)-6,10-dimethyl-1-(6-methyl-4-(trifluoromethyl)pyridin-2-yl)-1,3a,4,5,10,11a-hexahydro-2H-benzo[b]pyrrolo[2,3-f][1,4]diazocine-2,11(3H)-dione